N-{4-[2-(2-chloro-3-fluorophenyl)acetamido]pyridin-2-yl}-N-(4-methylphenyl)acetamide ClC1=C(C=CC=C1F)CC(=O)NC1=CC(=NC=C1)N(C(C)=O)C1=CC=C(C=C1)C